1,2-dinervonoyl-sn-glycero-3-phosphorylcholine C(CCCCCCCCCCCCC\C=C/CCCCCCCC)(=O)OC[C@@H](OC(CCCCCCCCCCCCC\C=C/CCCCCCCC)=O)COP(=O)(O)OCC[N+](C)(C)C